(Z)-7-chloro-((S)-2,2-dimethylcyclopropanecarboxamido)-2-heptenoic acid ethyl ester C(C)OC(/C(=C/CCCCCl)/NC(=O)[C@@H]1C(C1)(C)C)=O